[(1R,2S,4R)-2-hydroxy-4-{[5-({4-[(2-isopropylphenoxy)methyl]-2-thienyl}carbonyl)pyrimidin-4-yl]amino}cyclopentyl]methyl sulfamate S(N)(OC[C@@H]1[C@H](C[C@@H](C1)NC1=NC=NC=C1C(=O)C=1SC=C(C1)COC1=C(C=CC=C1)C(C)C)O)(=O)=O